bis(2,6-di-t-butyl-4-methylbenzyloxy)methylaluminum C(C)(C)(C)C1=C(COC(OCC2=C(C=C(C=C2C(C)(C)C)C)C(C)(C)C)[Al])C(=CC(=C1)C)C(C)(C)C